Trans-4-propyl-4'-propyl-1,1'-Bicyclohexan C(CC)C1CCC(CC1)C1CCC(CC1)CCC